(S)-N-(4-(3-methyl-4-(methylsulfonyl)piperazin-1-yl)pyridin-2-yl)-5-(pyridin-4-yl)thiazolo[5,4-b]pyridin-2-amine C[C@H]1CN(CCN1S(=O)(=O)C)C1=CC(=NC=C1)NC=1SC2=NC(=CC=C2N1)C1=CC=NC=C1